N-(4-Ethylphenyl)-N1-phenyl-6-pyrrolidin-1-yl-[1,3,5]triazine-2,4-diamine hydrochloride Cl.C(C)C1=CC=C(C=C1)NC1N(C(=NC(=N1)N)N1CCCC1)C1=CC=CC=C1